C(C)(C)(C)OC(=O)N1C(CCCC1)C(C1=CC=C(C=C1)N)=O (4-aminobenzoyl)piperidine-1-carboxylic acid tert-butyl ester